2,2'-butylidenedi[5-aminobenzoxazole] C(CCC)(C=1OC2=C(N1)C=C(C=C2)N)C=2OC1=C(N2)C=C(C=C1)N